COC1=C(C(=O)NCC(F)(F)F)C(=CC(=C1)N1C=NC2=C1C=CC(=C2)C=2C=NC(=CC2)N2CCCC2)OC 2,6-dimethoxy-4-[5-(6-pyrrolidin-1-yl-3-pyridyl)benzimidazol-1-yl]-N-(2,2,2-trifluoroethyl)benzamide